2-(5-(3-(6-(4-isopropyl-4H-1,2,4-triazol-3-yl)pyridin-2-yl)-2-oxoimidazolidin-1-yl)pyridin-2-yl)-2-morpholinoacetonitrile C(C)(C)N1C(=NN=C1)C1=CC=CC(=N1)N1C(N(CC1)C=1C=CC(=NC1)C(C#N)N1CCOCC1)=O